(1R,5S)-3-(5-bromo-2-nitrophenyl)-3-azaspiro[bicyclo[3.2.1]octane-8,1'-cyclopropane] BrC=1C=CC(=C(C1)N1C[C@@H]2CC[C@H](C1)C21CC1)[N+](=O)[O-]